3-(4-(1H-pyrazol-4-yl)phenyl)-1-(3-fluoro-5-methoxybenzyl)-8-(3-methyloxetane-3-carbonyl)-1,3,8-triazaspiro[4.5]decan-2-one N1N=CC(=C1)C1=CC=C(C=C1)N1C(N(C2(C1)CCN(CC2)C(=O)C2(COC2)C)CC2=CC(=CC(=C2)OC)F)=O